C(C)(C)(C)OC(=O)[C@]1(C[C@H](NCC1)C)CC1=NC(=CC(=C1F)CC)NC1=NN(C(=C1)C)C(C)(C)C (2r,4r)-4-((6-((1-(tert-butyl)-5-methyl-1H-pyrazol-3-yl)amino)-4-ethyl-3-fluoropyridin-2-yl)methyl)-2-methylpiperidine-4-carboxylic acid tert-butyl ester